C1(CCC1)C=1C(=NN(C1NC(=O)NC1CC(C1)(F)F)C)C1CC(C1)(F)F 1-(4-cyclobutyl-3-(3,3-difluorocyclobutyl)-1-methyl-1H-pyrazol-5-yl)-3-(3,3-difluorocyclobutyl)urea